CN1N=CC(=C1C1CCN(C2CC12)C(=O)OC(C)(C)C)C tert-Butyl 5-(1,4-dimethyl-1H-pyrazol-5-yl)-2-azabicyclo[4.1.0]heptane-2-carboxylate